CN(CCN1N=NN=C1S)C 1-(2-dimethylaminoethyl)-5-sulfhydryl-tetrazole